3-propisultone C1CCOS1(=O)=O